N-[4-(5-tert-butyl-1H-pyrazol-3-yl)-3-sulfamoylphenyl]-2-(2-chlorophenyl)acetamide tert-butyl-(6-chloropyrimidin-4-yl)((6-cyclopropylimidazo[1,2-a]pyridin-2-yl)methyl)carbamate C(C)(C)(C)OC(N(CC=1N=C2N(C=C(C=C2)C2CC2)C1)C1=NC=NC(=C1)Cl)=O.C(C)(C)(C)C1=CC(=NN1)C1=C(C=C(C=C1)NC(CC1=C(C=CC=C1)Cl)=O)S(N)(=O)=O